(1s,4s)-4-((3-(2-chloro-4-phenoxybenzoyl)-1H-pyrrolo[2,3-b]pyridin-4-yl)amino)cyclohexane-1-carboxylic acid ClC1=C(C(=O)C2=CNC3=NC=CC(=C32)NC3CCC(CC3)C(=O)O)C=CC(=C1)OC1=CC=CC=C1